CC1N(C2=CC=CC=C2C2(C1)C(CCCC2)C(F)(F)F)S(=O)(=O)C2=CC=C(C=C2)C(F)(F)F methyl-2-(trifluoromethyl)-1'-((4-(trifluoromethyl)phenyl)sulfonyl)-2',3'-dihydro-1'H-spiro[cyclohexane-1,4'-quinoline]